3-((4-(4-fluorophenyl)-3-(pyrrolidin-1-ylmethyl)-2H-chromen-6-yl)oxy)propionic acid hydrochloride Cl.FC1=CC=C(C=C1)C1=C(COC2=CC=C(C=C12)OCCC(=O)O)CN1CCCC1